5-chloro-1'-[(1-methylpyrazol-4-yl)methyl]spiro[indane-3,4'-piperidine]-1-ol ClC=1C=C2C(=CC1)C(CC21CCN(CC1)CC=1C=NN(C1)C)O